tert-butyl 4-[8-(5-hydroxyhexyl)-2-methylsulfanyl-7-oxo-pyrido[2,3-d]pyrimidin-6-yl]-8-methyl-2,3-dihydroquinoxaline-1-carboxylate OC(CCCCN1C(C(=CC2=C1N=C(N=C2)SC)N2CCN(C1=C(C=CC=C21)C)C(=O)OC(C)(C)C)=O)C